O=S1(CC(C1)CC(=O)N1CC2=CC(=CC=C2CC1)OC1=CC=C(C=C1)C(F)(F)F)=O 2-(1,1-dioxidothietan-3-yl)-1-(7-(4-(trifluoro-methyl)phenoxy)-3,4-dihydroisoquinolin-2(1H)-yl)ethan-1-one